COC1=CC=C(C=C1)CCOC1=CC=C(CCN2N=CN=C2)C=C1 1-(4-(4-Methoxyphenylethoxy)phenethyl)-1H-1,2,4-triazole